C[Ti]OC methyl-methoxytitanium